COC1=C2C(NC(=NC2=CC(=C1)OC)C1=CC(=C(C(=C1)C)C(C(=O)N)O)C)=O 2-(4-(5,7-dimethoxy-4-oxo-3,4-dihydroquinazolin-2-yl)-2,6-dimethylphenyl)-2-hydroxyacetamide